FC1=C(C(=CC(=C1)OCCCC1CCN(CC1)C1=NC=C(C=N1)CCC)F)CC(=O)N1CC(C1)C(=O)O 1-[2-[2,6-difluoro-4-[3-[1-(5-propylpyrimidin-2-yl)-4-piperidyl]propoxy]phenyl]acetyl]azetidine-3-carboxylic acid